C(C)C1=C([C@H]([C@@H](C(=C1C)C)C(=O)OCC)C(=O)OCC)C trans-diethyl 4-ethyl-3,5,6-trimethylcyclohexa-3,5-diene-1,2-dicarboxylate